7,9-di-tert-butyl-3-phenyl-4-(o-tolyl)-1-oxa-2-azaspiro[4.5]deca-2,6,9-trien-8-one C(C)(C)(C)C1=CC2(C(C(=NO2)C2=CC=CC=C2)C2=C(C=CC=C2)C)C=C(C1=O)C(C)(C)C